methyl 2-[3-[3-(benzyloxymethyl) cyclobutoxy] isoxazol-5-yl]-3-methyl-butanoate C(C1=CC=CC=C1)OCC1CC(C1)OC1=NOC(=C1)C(C(=O)OC)C(C)C